trans-4-((4-(2-Cyclopropyloxazol-4-yl)pyridine-2-yl)((trans-4-(6-methoxy-5-methylpyridin-3-yl)cyclohexyl)methyl)carbamoyl)cyclohexyl 3-methoxyazetidine-1-carboxylate COC1CN(C1)C(=O)O[C@@H]1CC[C@H](CC1)C(N(C[C@@H]1CC[C@H](CC1)C=1C=NC(=C(C1)C)OC)C1=NC=CC(=C1)C=1N=C(OC1)C1CC1)=O